C(C)(C)C1=C(NC2=CC=C(C=C12)C1CCNCC1)C1=CC(=NC=C1)C(=O)NC=1SC=CN1 4-(3-isopropyl-5-(piperidin-4-yl)-1H-indol-2-yl)-N-(thiazol-2-yl)pyridinecarboxamide